COC=1C=C2C(=CN(CC2=CC1OC)C1=NC=CC=C1C)C(=O)N1CCCCC1 6,7-dimethoxy-2-(3-methylpyridin-2-yl)-4-(piperidine-1-carbonyl)isoquinolin